FC1=CC=C(C=C1)CC(=O)NN 4-fluorobenzeneacetyl-hydrazine